ClC=1C=C(C(=O)NC=2C=C(N(N2)CC2=CC=C(C=C2)OC)C(=O)NC2CCCCC2)C=CC1OC 5-[(3-chloro-4-methoxy-benzoyl)amino]-N-cyclohexyl-2-[(4-methoxyphenyl)methyl]pyrazole-3-carboxamide